The molecule is a polyunsaturated fatty acid anion that is the conjugate base of 19-HETE, obtained by deprotonation of the carboxy group; major species at pH 7.3. It is a long-chain fatty acid anion, a hydroxy fatty acid anion, a polyunsaturated fatty acid anion and an (omega-1)-hydroxy fatty acid anion. It derives from an arachidonate. It is a conjugate base of a 19-HETE. CC(CCC/C=C\\C/C=C\\C/C=C\\C/C=C\\CCCC(=O)[O-])O